C(C)OC(=O)C=1C(=CC=CC1)C(=O)OCC benzene-1,2-dicarboxylic acid diethyl ester